C1(=CC=C(C=C1)C=1C[C@@H](N(C(C1)=O)C(=O)OC(C)(C)C)C(=O)OC(C)(C)C)C1=CC=CC=C1 di-tert-butyl (R)-4-([1,1'-biphenyl]-4-yl)-6-oxo-3,6-dihydropyridine-1,2(2H)-dicarboxylate